C(C)(=O)OCCC=CCC 3-hex-enyl acetate